C(CCCCCCCC)(=O)OC(CSC1CCCCC1)CCCCCC(CCCCCC(CSC1CCCCC1)OC(CCCCCCCC)=O)N(C)CCCCO 1,15-bis(Cyclohexylthio)-8-((4-hydroxybutyl)(methyl)amino)pentadecane-2,14-diyl dinonanoate